NC12CC(C1)(C2)N(C)CC2=C(C=C(C=C2OC)C2=CN(C(C1=CN=CC=C21)=O)C)OC 4-(4-(((3-Aminobicyclo[1.1.1]Pentan-1-Yl)(Methyl)Amino)Methyl)-3,5-DimethoxyPhenyl)-2-Methyl-2,7-Naphthyridin-1(2H)-One